O1C(CCCC1)OCC1=CC=C(CNC(OCC2=CC=CC=C2)=O)C=C1 benzyl (4-(((tetrahydro-2H-pyran-2-yl)oxy)methyl)benzyl)-carbamate